n-octyl-p-hydroxybenzoic acid C(CCCCCCC)C1=C(C(=O)O)C=CC(=C1)O